O=C1NC(CCC1N1C(C2=CC=C(C=C2C1=O)OCCCOCCCOCCOC1=CC=C(C=C1)\C(=C(\CC)/C1=CC=CC=C1)\C1=CC=C(C=C1)O)=O)=O (Z)-2-(2,6-Dioxopiperidin-3-yl)-5-(3-(3-(2-(4-(1-(4-hydroxyphenyl)-2-phenylbut-1-en-1-yl)phenoxy)ethoxy)propoxy)propoxy)isoindolin-1,3-dion